C1(CC1)C(C)N(C1=C(C(N(C=2C=CC(=NC12)C#N)C)=O)C#N)C 8-[(1-cyclopropylethyl)(methyl)amino]-5-methyl-6-oxo-5,6-dihydro-1,5-naphthyridine-2,7-dicarbonitrile